N-[5-(7-cyano-1-methyl-indol-4-yl)thiazol-2-yl]-1-methyl-piperidine-4-carboxamide C(#N)C=1C=CC(=C2C=CN(C12)C)C1=CN=C(S1)NC(=O)C1CCN(CC1)C